C1N(CC2=CC=CC=C12)C=1SC2=C(C=C(C=C2C(C1)=O)C)[C@H](C)NC1=C(C(=O)O)C=CC=C1 (S)-2-((1-(2-(isoindolin-2-yl)-6-methyl-4-oxo-4H-thiochromen-8-yl)ethyl)amino)benzoic acid